6-cycloheptyl-2,6-diazaspiro[3.3]heptane C1(CCCCCC1)N1CC2(CNC2)C1